2-methyl-5-(4-methylpiperazin-1-yl)benzoic acid CC1=C(C(=O)O)C=C(C=C1)N1CCN(CC1)C